C1(CC1)N(C(OC(C)(C)C)=O)C1CCN(CC1)C1=C2C=CN=NC2=CC(=C1)F tert-butyl N-cyclopropyl-N-[1-(7-fluorocinnolin-5-yl)-4-piperidyl]carbamate